N-(2,3-difluoro-4-((3-(2-(((3S,5S)-5-fluoropiperidin-3-yl)amino)pyrimidin-4-yl)pyridin-2-yl)oxy)-5-methylphenyl)-1-(2,6-difluorophenyl)methanesulfonamide FC1=C(C=C(C(=C1F)OC1=NC=CC=C1C1=NC(=NC=C1)N[C@@H]1CNC[C@H](C1)F)C)NS(=O)(=O)CC1=C(C=CC=C1F)F